N-(2-methoxy-4-(1-(pyridin-2-yl)cyclopentane-1-carboxamido)phenyl)-3-chlorobenzamide COC1=C(C=CC(=C1)NC(=O)C1(CCCC1)C1=NC=CC=C1)NC(C1=CC(=CC=C1)Cl)=O